NC1=C(C(=C(C(=N1)C(=O)O)Cl)Cl)Cl 6-amino-3,4,5-trichloropyridinecarboxylic acid